C(C)(C)(C)OC(=O)N[C@H](C(=O)N1C(C(CC1)C(C)C)C(=O)OC)C(C)(C)C methyl 1-[(2S)-2-(tert-butoxycarbonylamino)-3,3-dimethyl-butanoyl]-3-isopropyl-pyrrolidine-2-carboxylate